2-(4-(((5-fluoro-6-(2-(2-fluoro-4-(trifluoromethyl)phenyl)pyrrolidin-1-yl)pyrimidin-4-yl)amino)methyl)-3-hydroxypiperidin-1-yl)acetamide FC=1C(=NC=NC1N1C(CCC1)C1=C(C=C(C=C1)C(F)(F)F)F)NCC1C(CN(CC1)CC(=O)N)O